CC1(CC=2C(CCCC2CC1C)(C)C)C(C)=O (1,2,3,4,5,6,7,8-octahydro-2,3,8,8-tetramethyl-2-naphthalenyl)-ethan-1-one